bis(Tri-tertbutyl-Phosphine) palladium (0) [Pd].C(C)(C)(C)P(C(C)(C)C)C(C)(C)C.C(C)(C)(C)P(C(C)(C)C)C(C)(C)C